isotridecyl nonanoate C(CCCCCCCC)(=O)OCCCCCCCCCCC(C)C